BrC1=CC=C(C=N1)C1(CCN(CC1)C(=O)OC(C)(C)C)O tert-Butyl 4-(6-bromopyridin-3-yl)-4-hydroxypiperidine-1-carboxylate